[2-(1-isopropylpyrazol-3-yl)-4-(5-methyl-4H-1,2,4-triazol-3-yl)phenyl]-(4-methoxy-4-methyl-1-piperidyl)methanone C(C)(C)N1N=C(C=C1)C1=C(C=CC(=C1)C1=NN=C(N1)C)C(=O)N1CCC(CC1)(C)OC